C(C#C)OP(OCC#C)(=O)CC=CC crotyl-phosphonic acid di-2-propynyl ester